3-cyclopropyl-N-(1,3-diazinan-2-ylidene)-4-{[3-(4-methylpiperazine-1-carbonyl)phenyl]amino}benzamide C1(CC1)C=1C=C(C(=O)N=C2NCCCN2)C=CC1NC1=CC(=CC=C1)C(=O)N1CCN(CC1)C